FC(C)(F)C=1C=NC2=CC=C(C=C2N1)C(C)N1C[C@@H](N(C[C@H]1C)C=1C=2C(N(C(C1)=O)C)=CN(N2)CC#N)C 2-(7-((2S,5R)-4-(1-(3-(1,1-difluoroethyl)quinoxalin-6-yl)ethyl)-2,5-dimethylpiperazin-1-yl)-4-methyl-5-oxo-4,5-dihydro-2H-pyrazolo[4,3-b]pyridin-2-yl)acetonitrile